1-(1H-benzo[d]imidazol-5-yl)-5-(4-propoxyphenyl)imidazolidin-2-one N1C=NC2=C1C=CC(=C2)N2C(NCC2C2=CC=C(C=C2)OCCC)=O